5-[1,2]Dithiolan-3-yl-pentanoic acid (2-hydroxy-ethoxy)-amide OCCONC(CCCCC1SSCC1)=O